[Si](C)(C)(C(C)(C)C)O[C@@H]1[C@H](N(CC1)C(=O)OC(C)(C)C)C(N(C=1C=C(C=CC1)C)C)=O tert-butyl (2S,3S)-3-[tert-butyl(dimethyl)silyl]oxy-2-[methyl(m-tolyl)carbamoyl]pyrrolidine-1-carboxylate